tert-butyl (2R,4R)-4-[3-(3-bromo-2-methyl-phenoxy)propyl]-2-methyl-piperidine-1-carboxylate BrC=1C(=C(OCCC[C@H]2C[C@H](N(CC2)C(=O)OC(C)(C)C)C)C=CC1)C